BrC=1C(=CC2=C(C1)C=1N(N=C(C1CO2)C(=O)N(C)C(C)(C)C)C2=CSC=C2)OC 8-bromo-N-tert-butyl-7-methoxy-N-methyl-1-(thiophen-3-yl)-1,4-dihydrobenzopyrano[4,3-c]Pyrazole-3-carboxamide